4-carboxyphenylimidazole C(=O)(O)C1=CC=C(C=C1)C=1NC=CN1